ClC1=CC(=C(C=C1Cl)C(C1CCN(CC1)C(CO)=O)CC(C)(S(=O)N)C)O ((4,5-dichloro-2-hydroxyphenyl)(1-(2-hydroxyacetyl)piperidin-4-yl)methyl)-2-methylpropane-2-sulfinamide